C(C1=CC=CC=C1)(=O)OCCCCCOCCCOCC1=NC(=NO1)C1=NC=C(C=C1C)N 5-(3-{[3-(5-Amino-3-methylpyridin-2-yl)-1,2,4-oxadiazol-5-yl]methoxy}propoxy)pentyl benzoate